ClC1=NC=C2N(C(N(C2=N1)[C@H]1COCCC1)=O)C 2-chloro-7-methyl-9-[(3R)-tetrahydropyran-3-yl]purin-8-one